O1[C@H](COC2=C1C=CC=C2)C2=CC=C(CN1C[C@H](CC1)O)C=C2 (3S)-1-{4-[(2S)-2,3-dihydro-1,4-benzodioxin-2-yl]benzyl}pyrrolidin-3-ol